ClCSC chloro-(methylthio)methane